octyl α-dimethylmethoxysilylpropionate C[Si](C(C(=O)OCCCCCCCC)C)(OC)C